N1=CC(=CC=C1)C1=CC=C(OC2C(COC2)NS(=O)(=O)C(C)C)C=C1 N-[4-(4-pyridin-3-ylphenoxy)tetrahydro-furan-3-yl]propane-2-sulfonamide